(2-amino-3-(3-(4-(3-(methyl sulfonamido)benzyl)benzyl) isoxazol-5-yl)pyridin-1-ium-1-yl)methyl hydrogen phosphate P(=O)(OC[N+]1=C(C(=CC=C1)C1=CC(=NO1)CC1=CC=C(C=C1)CC1=CC(=CC=C1)NS(=O)(=O)C)N)(O)[O-]